N=1C=C(N2C1C=CC=C2)C2=NN(C(=C2)C)C2=NC(=NC(=C2)N2CCOCC2)[C@@H](CO)OC (S)-2-(4-(3-(imidazo[1,2-a]pyridin-3-yl)-5-methyl-1H-pyrazol-1-yl)-6-morpholinopyrimidin-2-yl)-2-methoxyethan-1-ol